[Zn].NC(C)(C)C1=C2C=C(N=CC2=C(C=C1)Cl)NC1=CC=C2C(=N1)CC(OC2=O)(C)C 2-((5-(2-Aminopropan-2-yl)-8-chloroisoquinolin-3-yl)amino)-7,7-dimethyl-7,8-dihydro-5H-pyrano[4,3-b]pyridin-5-one Zinc